(S)-but-3-en-2-yl phenyl ((S)-but-3-en-2-yl)phosphoramidate C[C@@H](C=C)NP(O[C@@H](C)C=C)(OC1=CC=CC=C1)=O